(7S)-7-amino-3-cyclopropyl-N-(3,3-difluorocyclobutyl)-7,8-dihydro-6H-cyclopenta[g]isoquinoline-5-sulfonamide N[C@H]1CC=2C(=C(C=3C=C(N=CC3C2)C2CC2)S(=O)(=O)NC2CC(C2)(F)F)C1